2-tricosanyl-4,5-dihydro-1,3-oxazine C(CCCCCCCCCCCCCCCCCCCCCC)C=1OCCCN1